C1(=CC=CC=C1)[SiH2]C1=CC=CC=C1 diphenylsilane